N-METHYLIMINODIACETIC ACID CN(CC(=O)O)CC(=O)O